OC(C)C1=C(C=CC(=C1)N1CCN(CC1)C)NC1=NC=C(C(=N1)NCCCN1CCOCCC1=O)C(F)(F)F 4-(3-((2-((2-(1-hydroxyethyl)-4-(4-methylpiperazin-1-yl)phenyl)amino)-5-(trifluoromethyl)pyrimidin-4-yl)amino)propyl)-1,4-oxazepan-5-one